CN1C(=CC2=C1N=CS2)CO (4-methyl-4H-pyrrolo[2,3-d]thiazol-5-yl)methanol